P([S-])[O-] thiophosphonite